3-(6-Amino-1-(4-Nitrobenzyl)-1H-Pyrazolo[3,4-d]Pyrimidine-4-Yl)-2-Fluorobenzonitrile NC1=NC(=C2C(=N1)N(N=C2)CC2=CC=C(C=C2)[N+](=O)[O-])C=2C(=C(C#N)C=CC2)F